nitrogen copper sulfate S(=O)(=O)([O-])[O-].[Cu+2].[N+3]